4-(propan-1-yn-1-yl)-1H-indazole-7-carboxylic acid methyl ester COC(=O)C=1C=CC(=C2C=NNC12)C#CC